C(C)OC1=NC=CC(=C1)NC1=CC(=NN1)C1=CC=C(C=C1)NS(=O)(=O)CC 5-((2-ethoxy-pyridin-4-yl)amino)-3-(4-(ethyl-sulfonamido)phenyl)-1H-pyrazole